2,2-difluoro-2-(4-(1-(4-(trifluoromethoxy)phenyl)-1H-1,2,4-triazol-3-yl)phenyl)ethanol FC(CO)(C1=CC=C(C=C1)C1=NN(C=N1)C1=CC=C(C=C1)OC(F)(F)F)F